1-(cyclopropylmethyl)-5-fluoro-1H-indole-6-carbonitrile C1(CC1)CN1C=CC2=CC(=C(C=C12)C#N)F